NC=1C=C(C=C2C(=C(NC12)C1=CC=CC=C1)/C=C/CC1=CC=CC=C1)COCC (E)-3-(7-amino-5-(ethoxymethyl)-2-phenyl-1H-indol-3-yl)-1-phenylprop-2-en